2-butylhexanoic acid C(CCC)C(C(=O)O)CCCC